(4-(4-(cyclopropylamino)-4-oxobutyl)-1-phenyl-1H-imidazol-2-yl)-3-(1-(2-ethoxypropan-2-yl)-1H-pyrazol-4-yl)benzamide C1(CC1)NC(CCCC=1N=C(N(C1)C1=CC=CC=C1)C1=C(C(=O)N)C=CC=C1C=1C=NN(C1)C(C)(C)OCC)=O